N-hydroxypyridine-2(1H)-thione ON1C(C=CC=C1)=S